CS(=O)(=O)[NH-] methanesulfonyl-amid